CC1=NN2C(C=C(C=C2)C2=NC=C(C=N2)C(=O)N)=C1 2-methylpyrazolo[1,5-a]pyridin-5-ylpyrimidine-5-carboxamide